racemic-3-((4-(4-(trifluoromethyl)phenyl)phthalazin-1-yl)amino)tetrahydrothiophene 1,1-dioxide FC(C1=CC=C(C=C1)C1=NN=C(C2=CC=CC=C12)N[C@H]1CS(CC1)(=O)=O)(F)F |r|